methyl 2-(3-(6-cyclopropylimidazo[1,2-a]pyridin-2-yl)-3-oxopropyl)-1-((2-(trimethylsilyl)ethoxy)methyl)-1H-imidazole-4-carboxylate C1(CC1)C=1C=CC=2N(C1)C=C(N2)C(CCC=2N(C=C(N2)C(=O)OC)COCC[Si](C)(C)C)=O